3-(6-fluoropyridin-3-yl)-2-(4-(4-methyl-4H-1,2,4-triazol-3-yl)piperidin-1-yl)-5-(methylsulfonyl)benzonitrile FC1=CC=C(C=N1)C=1C(=C(C#N)C=C(C1)S(=O)(=O)C)N1CCC(CC1)C1=NN=CN1C